OC[C@H](C)NC1=NC=C2N=C(N(C2=N1)C1CCC(CC1)(C(=O)N)C)NC1=C(C=C(C=C1F)F)F (1R,4s)-4-(2-((S)-1-hydroxypropan-2-ylamino)-8-(2,4,6-trifluorophenylamino)-9H-purin-9-yl)-1-methylcyclohexanecarboxamide